P(=O)(O)(O)O.FC=1C=C2C(=NNC2=CC1OCCOC)C1=CC(=NO1)C1=CC=C(C=C1)C(=O)N1CCN(CC1)C1COC1.FC=1C=C2C(=NNC2=CC1OCCOC)C1=CC(=NO1)C1=CC=C(C=C1)C(=O)N1CCN(CC1)C1COC1 5-fluoro-6-(2-methoxyethoxy)-3-(3-{4-[4-(oxetan-3-yl)piperazine-1-carbonyl]phenyl}-1,2-oxazol-5-yl)-1H-indazole hemi-phosphate